1-[5-(3-fluoro-5-methylphenyl)-3-[6-(2H-1,2,3,4-tetrazol-5-yl)-1H-indol-2-yl]pyridazin-4-yl]piperidin-4-amine FC=1C=C(C=C(C1)C)C=1C(=C(N=NC1)C=1NC2=CC(=CC=C2C1)C=1N=NNN1)N1CCC(CC1)N